4-(hydroxymethyl)acetophenone CC(=O)C1=CC=C(C=C1)CO